CC(C)([C@H](C[C@H](CCCCCCCCCCCCC)O)O)NC (3s,5s)-2-methyl-2-(methylamino)octadecane-3,5-diol